NC1=C(C(=NN1C(C)C)C(C1=C(N=CC(=C1)NC(C(C1=CC=C(C=C1)Cl)C)=O)F)=O)C(=O)N 5-amino-3-(5-(2-(4-chlorophenyl)-N-methylacetylamino)-2-fluoronicotinoyl)-1-isopropyl-1H-pyrazole-4-carboxamide